(S)-2-((1-(3-(bis(4-fluorophenyl)methyl)-1,2,4-oxadiazol-5-yl)ethyl)carbamoyl)-4-methoxypyridin-3-yl isobutyl carbonate C(OC=1C(=NC=CC1OC)C(N[C@@H](C)C1=NC(=NO1)C(C1=CC=C(C=C1)F)C1=CC=C(C=C1)F)=O)(OCC(C)C)=O